4-((4-(2-(piperidine-1-yl)ethoxy)benzyl)oxy)naphthalene-1-amine N1(CCCCC1)CCOC1=CC=C(COC2=CC=C(C3=CC=CC=C23)N)C=C1